C(CCC)[Sn](CCCC)(CCCC)Cl tributyltin chloride